4-(3-ethyl-2,3-dimethyl-3H-indol-5-yl)-5-fluoro-N-(5-(piperazin-1-yl)pyridin-2-yl)pyrimidine C(C)C1(C(=NC2=CC=C(C=C12)C1=NCN(C=C1F)C1=NC=C(C=C1)N1CCNCC1)C)C